OC1=C(C(=O)O)C=CC=C1OC(C)C 2-hydroxy-3-isopropoxy-benzoic acid